6-chloro-1-(cyclopropylmethyl)-2-(1,3,4-oxadiazol-2-yl)-1H-indole-3-carbaldehyde ClC1=CC=C2C(=C(N(C2=C1)CC1CC1)C=1OC=NN1)C=O